3-(3-((tert-butoxycarbonyl)amino)propanamido)-2-((3-((tert-butoxycarbonyl)amino)propanamido)methyl)propanoic acid C(C)(C)(C)OC(=O)NCCC(=O)NCC(C(=O)O)CNC(CCNC(=O)OC(C)(C)C)=O